(2S)-2-(9-acetyl-7-chloro-1,1-dioxido-3,4-dihydro-2H-benzo[b][1,4,5]oxathiazepin-2-yl)-3-(6-fluoro-2,3-dimethylphenyl)butanoic acid C(C)(=O)C1=CC(=CC=2OCCN(S(C21)(=O)=O)[C@H](C(=O)O)C(C)C2=C(C(=CC=C2F)C)C)Cl